FC1=C(C=CC(=C1)I)NC1=C(C=2C(=NC=CC2)S1)C(=O)N1CCOCC1 N-(2-fluoro-4-iodophenyl)-3-(morpholin-4-ylcarbonyl)thieno[2,3-b]pyridin-2-amine